C1(CC1)C([C@@H](C(=O)NC1=NC(=C(C=C1)C=1C=[N+](C=C(C1C)C(F)F)[O-])F)NC(=O)C=1N(N=CC1)C(C)C)C1CC1 N-[(1S)-1-(dicyclopropyl-methyl)-2-[[5-[5-(difluoromethyl)-4-methyl-1-oxido-pyridin-1-ium-3-yl]-6-fluoro-2-pyridyl]amino]-2-oxo-ethyl]-2-isopropyl-pyrazole-3-carboxamide